NC1=C(C(=NN1C)C1CC2CC(CC2C1)(CSC)O)C(=O)NC1=CC(=C(C=C1)F)Cl 5-Amino-N-(3-chloro-4-fluorophenyl)-3-(5-hydroxy-5-(methylthiomethyl)-octahydropentalen-2-yl)-1-methyl-1H-pyrazole-4-carboxamide